N1N=NNC1 4,5-dihydro-1H-1,2,3,4-tetrazol